isopropyl 3,4,5-trihydroxybenzoate OC=1C=C(C(=O)OC(C)C)C=C(C1O)O